FC(CC(C(=O)NC1=NC=CC(=C1)C1=C(C=2C(N(CCC2N1)C)=O)C1=CC=C(C=C1)F)C1=CC=C(C=C1)F)F 4,4-Difluoro-2-(4-fluorophenyl)-N-{4-[3-(4-fluorophenyl)-5-methyl-4-oxo-4,5,6,7-tetrahydro-1H-pyrrolo[3,2-c]pyridin-2-yl]pyridin-2-yl}butanamid